ClC1=CC=C(C=C1)C1CCC(C1(O)CN1N=CN=C1)(C)C 5-(4-chlorophenyl)-2,2-dimethyl-1-(1H-1,2,4-triazole-1-ylmethyl)cyclopentanol